O1[C@@H](CCC1)CN1C=NC2=C1C=C(C=C2)C(=O)[O-] 1-(((S)-tetrahydrofuran-2-yl)methyl)-1H-benzo[d]imidazole-6-carboxylate